[N+](=O)([O-])C1=C(C=CC(=C1)[N+](=O)[O-])N1CCN(CC1)C1=CC=CC=C1 1-(2,4-dinitrophenyl)-4-phenylpiperazine